BrC1=CC(=NC=C1)C1(CC(C1)(OC)OC)C(=O)N (4-bromopyridin-2-yl)-3,3-dimethoxycyclobutane-1-carboxamide